6-(4-bromo-2-chlorophenyl)-3-(dibenzo[b,e][1,4]dioxin-2-yl)-2-phenylpyridine BrC1=CC(=C(C=C1)C1=CC=C(C(=N1)C1=CC=CC=C1)C1=CC2=C(OC3=C(O2)C=CC=C3)C=C1)Cl